COC=1C=CC(=NC1OC)C=1C=C(C=CC1)C=1CB(OC1)O 4-(3-(5,6-dimethoxypyridin-2-yl)phenyl)-1,2-oxaborol-2-ol